[Mn].[Ni].[Li].ClC1=C(C=CC(=C1)S(=O)(=O)C)C=1N=CC(=NC1)C1CN(C1)C(=O)N1C[C@H](CC1)C(=O)N (3S)-1-[3-[5-(2-chloro-4-methylsulfonyl-phenyl)pyrazin-2-yl]azetidine-1-carbonyl]pyrrolidine-3-carboxamide lithium-nickel-Manganese